IC1=C(C=CC=C1)NC(OC(C)(C)C)=O tert-butyl (2-iodo-phenyl)carbamate